2-chloro-4-phenyl-6-(3-(pyrimidin-4-yl)phenyl)-1,3,5-triazine ClC1=NC(=NC(=N1)C1=CC=CC=C1)C1=CC(=CC=C1)C1=NC=NC=C1